CC1C2(CCN(C2=O)C2=NC(=CC=C2)C(F)(F)F)CCN(C1)C(=O)OC(C)(C)C tert-butyl 6-methyl-1-oxo-2-[6-(trifluoromethyl)pyridin-2-yl]-2,8-diazaspiro[4.5]decane-8-carboxylate